C(C)OC(C(CCCC(CCCl)O)CC)=O ethyl-6-hydroxy-8-chlorooctanoic acid ethyl ester